C(CCCCC(C)C)C(C(=O)[O-])S.C(CCCCC(C)C)C(C(=O)[O-])S.C[Sn+2]C dimethyl-tin bis(isooctylthioglycolate) salt